N1(CCNCC1)C1=CC=C(C=C1)C=1C(=NC(=NC1)NCC1=NC=CC=C1)N 4-(piperazin-1-yl)phenyl-N2-(pyridin-2-ylmethyl)pyrimidine-2,4-diamine